1-(3-(4H-1,2,4-triazol-3-yl)phenyl)-5-(butylsulfinyl)-1H-pyrazolo[3,4-b]pyridine N=1N=C(NC1)C=1C=C(C=CC1)N1N=CC=2C1=NC=C(C2)S(=O)CCCC